2-(1-(3-fluoropicolinoyl)pyrrolidin-3-yl)-5-(2-isopropylphenoxy)benzamide FC=1C(=NC=CC1)C(=O)N1CC(CC1)C1=C(C(=O)N)C=C(C=C1)OC1=C(C=CC=C1)C(C)C